FC(C1=CC=CC2=C1N(C(N2)=O)C2CCN(CC2)C(CC=2C=C1C=CC=NC1=C(C2)C(F)(F)F)=O)(F)F 7-(trifluoromethyl)-1-(1-(2-(8-(trifluoromethyl)quinolin-6-yl)acetyl)piperidin-4-yl)-1,3-Dihydro-2H-benzo[d]imidazol-2-one